tert-Butyl 4-[4-(3-cyanophenyl)-2-(2-oxa-6-azaspiro[3.3]heptane-6-carbonylamino)thiazol-5-yl]pyrrolo[2,3-b]pyridine-1-carboxylate C(#N)C=1C=C(C=CC1)C=1N=C(SC1C1=C2C(=NC=C1)N(C=C2)C(=O)OC(C)(C)C)NC(=O)N2CC1(COC1)C2